1-(5,6-difluoro-1H-indol-3-yl)-2-(3-hydroxy-3-methyl-pyrrolidin-1-yl)ethane-1,2-dione FC=1C=C2C(=CNC2=CC1F)C(C(=O)N1CC(CC1)(C)O)=O